NC1=NC(=NC(=C1C(=O)OC)C)C=1C=C2C=CC(C2=CC1)(C)C methyl 4-amino-2-(1,1-dimethylinden-5-yl)-6-methyl-pyrimidine-5-carboxylate